ClC1=CC2=C3C=4N(C[C@H](OC4N=C2C(=C1C=1C(=CC=C2C=NNC12)C)F)CN(C)C)C[C@H]1CN[C@@H](CN13)C (2R,4aR,7R)-12-chloro-7-((dimethylamino)methyl)-10-fluoro-2-methyl-11-(6-methyl-1H-indazol-7-yl)-2,3,4,4a,6,7-hexahydro-8-oxa-3,5a,9,13c-tetraazanaphtho[3,2,1-de]anthracene